C(C)(C)(C)OC(=O)N1CC(=CC1)C1=C(C(=CC=C1)CC(=O)OC)F 3-(2-fluoro-3-(2-methoxy-2-oxoethyl)phenyl)-2,5-dihydropyrrole-1-carboxylic acid tert-butyl ester